CC(CC=O)C=C(CCCCC)C 3,5-dimethyldecan-4-enal